N-(4-((2-methoxy-3-(5-methyl-1,2,4-oxadiazol-3-yl)phenyl)amino)-2-methyl-3-oxo-2,3-dihydro-1H-pyrazolo[3,4-b]pyridin-6-yl)cyclopropanecarboxamide COC1=C(C=CC=C1C1=NOC(=N1)C)NC1=C2C(=NC(=C1)NC(=O)C1CC1)NN(C2=O)C